C(C1=CC=CC=C1)N([C@@H](CO)C)CC1=C(C=NN1)Br (R)-2-(benzyl-((4-bromo-1H-pyrazol-5-yl)methyl)amino)propan-1-ol